(R)-N-(4-(3-aminopiperidin-1-yl)-5-(1-(2,2,2-trifluoroethyl)-1H-pyrazol-4-yl)pyridin-2-yl)-2-(2-fluoro-6-methoxyphenyl)pyrimidin-4-amine N[C@H]1CN(CCC1)C1=CC(=NC=C1C=1C=NN(C1)CC(F)(F)F)NC1=NC(=NC=C1)C1=C(C=CC=C1OC)F